N1=CC=C(C=C1)N1C=CC2=CC=CC(=C12)C1=NNC(=C1)NC(C1=CC=C(C=C1)NC1CCN(CC1)C)=O N-(3-(1-(pyridin-4-yl)-1H-indol-7-yl)-1H-pyrazol-5-yl)-4-((1-methylpiperidin-4-yl)amino)benzamide